NC=1C=2N(C(=C(N1)C=1C=C(C#N)C=CC1)C1=C(N=CO1)CC)N=C(N2)CC2=NC=CC=C2 3-(8-amino-5-(4-ethyl-oxazol-5-yl)-2-(pyridin-2-ylmethyl)-[1,2,4]triazolo[1,5-a]pyrazin-6-yl)benzonitrile